ClC1=C(C=CC=C1C(=O)N1C[C@H]2CO[C@@H](CN2CC1)C1=CC(=C(C=C1)F)Cl)C1=CC(NC(=C1)C)=O 4-(2-chloro-3-((3R,9aS)-3-(3-chloro-4-fluorophenyl)octahydropyrazino[2,1-c][1,4]oxazine-8-carbonyl)phenyl)-6-methylpyridin-2(1H)-one